2-((1-(difluoromethyl)-1H-tetrazol-5-yl)methoxy)-6-(trifluoromethyl)nicotinic acid FC(N1N=NN=C1COC1=C(C(=O)O)C=CC(=N1)C(F)(F)F)F